α-ethoxy-1,2,3,4-tetrahydronaphthalene C(C)OC1CCCC2=CC=CC=C12